COC1=CC=C(CN2CC=CC3=CC=CC=C23)C=C1 N-(4-methoxybenzyl)quinolin